FC(C1=CC=C(C=C1)NC=1C(=NC=CN1)N1CCN(CC1)C(C#C)=O)(F)F (4-(3-((4-(trifluoromethyl)phenyl)amino)pyrazin-2-yl)piperazin-1-yl)prop-2-yn-1-one